(R)-1-((3-(difluoromethyl)-5-(quinolin-4-yl)pyridin-2-yl)oxy)-2,4-dimethylpentan-2-amine FC(C=1C(=NC=C(C1)C1=CC=NC2=CC=CC=C12)OC[C@@](CC(C)C)(N)C)F